N-[(1S)-1-(dicyclopropylmethyl)-2-[[5-(2,5-dimethyl-1-oxido-pyridin-1-ium-3-yl)-6-fluoro-2-pyridyl]amino]-2-oxo-ethyl]-2-(3-hydroxypropyl)pyrazole-3-carboxamide C1(CC1)C([C@@H](C(=O)NC1=NC(=C(C=C1)C=1C(=[N+](C=C(C1)C)[O-])C)F)NC(=O)C=1N(N=CC1)CCCO)C1CC1